(2s)-tert-butyl 2-((tert-butoxy carbonyl)amino)-4-(3-((tert-butyldimethyl silyl)oxy)-4,4,4-trifluorobutylsulfonimidoyl)butanoate C(C)(C)(C)OC(=O)N[C@H](C(=O)OC(C)(C)C)CCS(=O)(=N)CCC(C(F)(F)F)O[Si](C)(C)C(C)(C)C